(E)-2-(4-bromo-2-methyl-6-nitrophenyl)-N,N-dimethylethen-1-amine BrC1=CC(=C(C(=C1)[N+](=O)[O-])/C=C/N(C)C)C